2-[7-(pyrimidin-2-yl)heptyl]isoindole-1,3-dione N1=C(N=CC=C1)CCCCCCCN1C(C2=CC=CC=C2C1=O)=O